C(#N)C=1C=C(C=CC1)C=1N=C(SC1)NC(CNC(=O)C1=CC=NN1C)=O N-(2-((4-(3-cyanophenyl)thiazol-2-yl)amino)-2-oxoethyl)-1-methyl-1H-pyrazole-5-carboxamide